FC1=CC=CC2=C1N=C(S2)[C@H]2N(CCC1=C2N=CN1)C(=O)C1=CC=NN1CCOC (S)-(4-(4-fluorobenzo[d]thiazol-2-yl)-6,7-dihydro-1H-imidazo[4,5-c]pyridin-5(4H)-yl)(1-(2-methoxyethyl)-1H-pyrazol-5-yl)methanone